O1C=NC=C1C(=O)OCC ethyl 5-oxazolcarboxylate